N-(4-(4-amino-5-(2,3-difluoro-4-((4-methylpyrimidin-2-yl)oxy)phenyl)-7-methyl-7H-pyrrolo[2,3-d]pyrimidin-6-yl)phenyl)methacrylamide NC=1C2=C(N=CN1)N(C(=C2C2=C(C(=C(C=C2)OC2=NC=CC(=N2)C)F)F)C2=CC=C(C=C2)NC(C(=C)C)=O)C